CO\N=C\C1=C(C=CC=C1OC)Br (E)-2-bromo-6-methoxybenzaldehyde O-methyloxime